5-Fluoro-N-[2-(4-formylcyclohexyl)-6-methoxy-indazol-5-yl]pyridine-3-carboxamide FC=1C=C(C=NC1)C(=O)NC1=CC2=CN(N=C2C=C1OC)C1CCC(CC1)C=O